Arginine Aluminum [Al].N[C@@H](CCCNC(N)=N)C(=O)O